tert-butyl 4-(1-((7-methoxy-2-methyl-2H-pyrazolo[3,4-c]pyridin-5-yl)carbamoyl)-2,3-dihydro-1H-pyrrolo[2,3-b]pyridin-4-yl)-2,2-dimethylpiperazine-1-carboxylate COC1=NC(=CC=2C1=NN(C2)C)NC(=O)N2CCC=1C2=NC=CC1N1CC(N(CC1)C(=O)OC(C)(C)C)(C)C